COC1=C(C=C2CCN(C(C2=C1)CCC1=CNC2=CC=C(C=C12)OC)C(=O)N1CCOCC1)OCC(=O)O 2-((7-Methoxy-1-(2-(5-methoxy-1H-indol-3-yl)ethyl)-2-(morpholin-4-carbonyl)-1,2,3,4-tetrahydroisoquinolin-6-yl)oxy)acetic acid